[2-(aminomethyl)-3,3-difluoro-allyl]-4-[[4-(4-methylsulfonylphenyl)-2-thienyl]methyl]-1,2,4-triazol-3-one trifluoroacetate salt FC(C(=O)O)(F)F.NCC(CC=1N(C(NN1)=O)CC=1SC=C(C1)C1=CC=C(C=C1)S(=O)(=O)C)=C(F)F